ClC=1C(NN=CC1N1C[C@@H](CC1)OC1=NC(=CC(=C1)C1=CN=CN1C)F)=O (R)-4-chloro-5-(3-((6-fluoro-4-(1-methyl-1H-imidazol-5-yl)pyridin-2-yl)oxy)pyrrolidin-1-yl)pyridazin-3(2H)-one